[(3-fluoro-2-methoxyphenyl)amino]-2-(3-{[(2R)-1-(prop-2-enoyl)pyrrolidin-2-yl]methoxy}pyridin-4-yl)-1H,5H,6H,7H-pyrrolo[3,2-c]pyridin-4-one FC=1C(=C(C=CC1)NN1C(=CC=2C(NCCC21)=O)C2=C(C=NC=C2)OC[C@@H]2N(CCC2)C(C=C)=O)OC